N1N=CC=2C1=C(N=CC2)C=O (1H-pyrazolo[3,4-c]pyridin-7-yl)methanone